2-(4-(methylsulfonyl)phenyl)-7-(1,2,5,6-tetrahydropyridin-3-yl)furo[3,2-b]pyridine CS(=O)(=O)C1=CC=C(C=C1)C1=CC2=NC=CC(=C2O1)C=1CNCCC1